C1(CC1)CC(CC(=O)C1=CC(=C(C(=C1)F)S(=O)(=O)N(CC1=CC=C(C=C1)OC)CC1=CC=C(C=C1)OC)F)=O 4-(4-cyclopropyl-3-oxobutanoyl)-2,6-difluoro-N,N-bis(4-methoxybenzyl)benzenesulfonamide